(E)-1-(3-(quinolin-2-yl)acryloyl)-1,5,6,7-tetrahydro-2H-azepin-2-one N1=C(C=CC2=CC=CC=C12)C=CC(=O)N1C(\C=C\CCC1)=O